Br.Br.CN1CCN2C=3C(=CC=CC13)[C@H]1[C@@H]2CCNC1 (6bR,10aS)-3-methyl-2,3,6b,7,8,9,10,10a-octahydro-1H-pyrido[3',4':4,5]pyrrolo[1,2,3-de]quinoxaline dihydrobromide